O[C@H]1[C@@H](O)[C@@H](O)[C@H](O)[C@@H](O1)C(=O)[O-].[Na+] sodium alpha-L-guluronate